1-(bromomethyl)-3-tertiary butyl-5-iodobenzene BrCC1=CC(=CC(=C1)I)C(C)(C)C